ClC1=CC2=C(N(C(N=C2N2[C@H](CN([C@@H](C2)C)C(C=C)=O)C)=O)C2=C(C=C(C=C2C)CN(C)C)C(C)C)N=C1C1=C(C=CC=C1)F 6-Chloro-1-[4-[(dimethylamino)methyl]-2-isopropyl-6-methyl-phenyl]-4-[(2S,5R)-2,5-dimethyl-4-prop-2-enoyl-piperazin-1-yl]-7-(2-fluorophenyl)pyrido[2,3-d]pyrimidin-2-one